amino-5-(3-(4-(1-methyl-4-(trifluoromethyl)-1H-imidazol-2-yl)phenyl)-1,2,4-oxadiazol-5-yl)-4,5,6,7-tetrahydrobenzo[b]thiophene-3-carbonitrile NC1=C(C2=C(S1)CCC(C2)C2=NC(=NO2)C2=CC=C(C=C2)C=2N(C=C(N2)C(F)(F)F)C)C#N